(R)-4-(5-cyano-2-methoxyphenyl)-6-methyl-N-(5-(tetrahydrofuran-2-carbonyl)-5,6-dihydro-4H-pyrrolo[3,4-d]thiazol-2-yl)nicotinamide C(#N)C=1C=CC(=C(C1)C1=CC(=NC=C1C(=O)NC=1SC2=C(N1)CN(C2)C(=O)[C@@H]2OCCC2)C)OC